CC1=CC=C(O1)C(=O)N 5-Methylfuran-2-carboxamide